CC1(OCCC(C1)N1C[C@@H](CC1)NC(OC(C)(C)C)=O)C tert-butyl (3R)-1-(2,2-dimethyltetrahydro-2H-pyran-4-yl)pyrrolidin-3-ylcarbamate